N\C(\C1=CC=C(C=C1)C(C)(C)C)=N/C(=C(C(=O)OCC)C#N)NCC1=CC=C(C=C1)OC (P)-ethyl 3-((Z)-(amino(4-(tert-butyl)phenyl)methylene)amino)-2-cyano-3-((4-methoxybenzyl)amino)acrylate